Methyl 5-(3-chlorophenoxy)benzo[c][2,6]naphthyridine-8-carboxylate ClC=1C=C(OC2=NC3=C(C4=CN=CC=C24)C=CC(=C3)C(=O)OC)C=CC1